N-(6-(4-chlorophenyl)thiazolo[4,5-b]pyrazin-2-yl)-3-(2-fluoro-6-methoxyphenyl)pyridine-4-carboxamide ClC1=CC=C(C=C1)C=1N=C2C(=NC1)N=C(S2)NC(=O)C2=C(C=NC=C2)C2=C(C=CC=C2OC)F